(±)-5-(1-amino-6-((trans)-2-(1-methyl-1H-pyrazol-4-yl)cyclopropane-1-carboxamido)-2,7-naphthyridin-3-yl)-4-methylpyridine-2-carboxylic acid benzyl ester C(C1=CC=CC=C1)OC(=O)C1=NC=C(C(=C1)C)C=1N=C(C2=CN=C(C=C2C1)NC(=O)[C@H]1[C@@H](C1)C=1C=NN(C1)C)N |r|